COCC=C racemic-allyl methyl ether